(2s,4s)-2-((1r,5s)-1-(4-isopropylphenyl)-3-azabicyclo[3.1.0]hexane-3-carbonyl)-7-oxa-5-azaspiro[3.4]octane-6-one C(C)(C)C1=CC=C(C=C1)[C@@]12CN(C[C@H]2C1)C(=O)C1CC2(C1)NC(OC2)=O